3-chloro-5-cyano-4-hydroxybenzoic acid methyl ester COC(C1=CC(=C(C(=C1)C#N)O)Cl)=O